methyl 8-((5-fluoro-1H-indol-3-yl)methyl)-2-phenethyl-2,8-diazaspiro[4.5]decane-4-carboxylate FC=1C=C2C(=CNC2=CC1)CN1CCC2(C(CN(C2)CCC2=CC=CC=C2)C(=O)OC)CC1